methyl 4-(5-fluoro-2-nitrophenyl)-3-oxobutanoate FC=1C=CC(=C(C1)CC(CC(=O)OC)=O)[N+](=O)[O-]